FC1=C(C=C2CCCC2=C1)[C@H]1[C@@H](C(NC1)=O)NC(=O)NC1=CC=C(C=C1)F |o1:10,11| 1-[(3S*,4R*)-4-(6-fluoro-2,3-dihydro-1H-inden-5-yl)-2-oxopyrrolidin-3-yl]-3-(4-fluorophenyl)urea